7-((5-(4-hydroxy-4-(methoxymeth-yl)piperidin-1-yl)pyridin-2-yl)amino)-4-(1-methyl-1H-pyrrolo[2,3-b]pyridin-4-yl)isoindolin-1-one OC1(CCN(CC1)C=1C=CC(=NC1)NC=1C=CC(=C2CNC(C12)=O)C1=C2C(=NC=C1)N(C=C2)C)COC